1-[4-(4-benzoylphenoxy)phenyl]-2-methyl-2-[(1,1,2,2,2-pentamethyldisilan-1-yl)oxy]propan-1-one C(C1=CC=CC=C1)(=O)C1=CC=C(OC2=CC=C(C=C2)C(C(C)(O[Si]([Si](C)(C)C)(C)C)C)=O)C=C1